4-(4-(8-(5-cyclopropyl-2-ethoxy-4-(methoxycarbonyl)benzyl)-3-oxo-2,8-diazaspiro[4.5]decan-2-yl)benzamido)butanoic acid C1(CC1)C=1C(=CC(=C(CN2CCC3(CC(N(C3)C3=CC=C(C(=O)NCCCC(=O)O)C=C3)=O)CC2)C1)OCC)C(=O)OC